phenyldibenzo[f,H]quinoxaline C1(=CC=CC=C1)C1=NC2=C3C(=C4C(=C2N=C1)C=CC=C4)C=CC=C3